4,5-difluoro-N-(3-(trifluoromethyl)bicyclo[1.1.1]pentan-1-yl)benzamide FC1=CC=C(C(=O)NC23CC(C2)(C3)C(F)(F)F)C=C1F